CC1=NN2C(C(=CC(=C2)C=2C=NC=CC2C)C(=O)NC2=NC(=CC=C2)C)=N1 2-Methyl-N-(6-methylpyridin-2-yl)-6-(4-methylpyridin-3-yl)-[1,2,4]triazolo[1,5-a]pyridine-8-carboxamide